C1CCCC12OCCCC2 (9Z)-6-oxaspiro[4.5]decan